methyl 3-((3-((tert-butoxycarbonyl)(methyl)amino)azetidin-1-yl)sulfonyl)-4-fluorobenzoate C(C)(C)(C)OC(=O)N(C1CN(C1)S(=O)(=O)C=1C=C(C(=O)OC)C=CC1F)C